(3-(2-(2-fluoro-4-(methylsulfonyl)phenyl)furo[3,2-b]pyridin-7-yl)phenyl)(morpholino)methanone FC1=C(C=CC(=C1)S(=O)(=O)C)C1=CC2=NC=CC(=C2O1)C=1C=C(C=CC1)C(=O)N1CCOCC1